2-(6-{5-chloro-2-[(oxan-4-yl)amino]pyrimidin-4-yl}-1-oxo-2,3-dihydro-1H-isoindol-2-yl)-N-({4-[(thiophen-2-yl)methyl]phenyl}methyl)acetamide ClC=1C(=NC(=NC1)NC1CCOCC1)C1=CC=C2CN(C(C2=C1)=O)CC(=O)NCC1=CC=C(C=C1)CC=1SC=CC1